COC1=C(CCN)C=C(C(=C1)Br)OC 2,5-dimethoxy-4-bromophenethylamine